[Cl-].NC1=NC=C(C(=N1)C(F)F)C1=NC(=NC(=N1)N1[C@H](COCC1)C)N1CCN(CC1)C(CCO[C@H]1C[NH2+]CCC1)=O (R)-3-(3-(4-(4-(2-amino-4-(difluoromethyl)pyrimidin-5-yl)-6-((S)-3-methylmorpholino)-1,3,5-triazin-2-yl)piperazin-1-yl)-3-oxopropoxy)piperidin-1-ium chloride